ClC=1C=C(C=NC1C1=NOC(=N1)CCCC(=O)N1CCN(CC1)C=1C=C2CN(C(C2=CC1)=O)C1C(NC(CC1)=O)=O)NC(=O)NC=1C=NC=2N(C1C1CCCC1)N=CC2 1-[5-chloro-6-[5-[4-[4-[2-(2,6-dioxo-3-piperidyl)-1-oxo-isoindolin-5-yl]piperazin-1-yl]-4-oxo-butyl]-1,2,4-oxadiazol-3-yl]-3-pyridyl]-3-(7-cyclopentylpyrazolo[1,5-a]pyrimidin-6-yl)urea